1-Butyl-2-[2-[3-[(1-butyl-6-chlorobenz[cd]indol-2(1H)-ylidene)ethylidene]-2-chloro-1-cyclohexen-1-yl]ethenyl]-6-chlorobenz[cd]indolium tetrafluoroborate F[B-](F)(F)F.C(CCC)[N+]1=C(C2=C3C(C(=CC=C13)Cl)=CC=C2)C=CC2=C(C(CCC2)=CC=C2N(C1=CC=C(C=3C1=C2C=CC3)Cl)CCCC)Cl